[Cl-].N12CCCN=C2CCC1 1,5-diazabicyclo[4.3.0]non-5-ene chloride salt